C(CC)[As](C1=CC=CC=C1)C1=CC=CC=C1 propyl-diphenylarsine